N-[2,4-difluoro-3-[1-(1-[[2-(trimethylsilyl)ethoxy]methyl]imidazol-2-yl)imidazo[1,5-a]pyrazin-6-yl]phenyl]-5-fluoro-2-methoxypyridine-3-sulfonamide FC1=C(C=CC(=C1C=1N=CC=2N(C1)C=NC2C=2N(C=CN2)COCC[Si](C)(C)C)F)NS(=O)(=O)C=2C(=NC=C(C2)F)OC